N-phenethyl-N-(2-phenylethyl)thieno[3,2-d]pyrimidin-4-amine C(CC1=CC=CC=C1)N(C=1C2=C(N=CN1)C=CS2)CCC2=CC=CC=C2